C(=O)=CCNCC(=O)O N-(carbonylethyl)glycine